C(OC[C@@]12CN(C[C@@H](CC1)N2C(=O)OC(C)(C)C)C(C2=CC=CC=C2)(C2=CC=CC=C2)C2=CC=CC=C2)([2H])([2H])[2H] (+)-Tert-butyl (1S,5R)-1-((methoxy-d3) methyl)-3-trityl-3,8-diazabicyclo[3.2.1]octane-8-carboxylate